C1(=CC=CC=C1)C(C(=O)NN)C(=O)NN phenylmalonic dihydrazide